NCC1=CC=C(C=C1)N1N=C2C(CN(CC2)C(=O)OC(C)(C)C)=C1C tert-butyl 2-[4-(aminomethyl) phenyl]-3-methyl-4h,6h,7h-pyrazolo[4,3-C]pyridine-5-carboxylate